N(=[N+]=[N-])CC(CCOC1OCCC1)(C)CN=[N+]=[N-] 3,3-bis-azidomethylbutoxy-tetrahydrofuran